[[4-(diethylamino)-1-methylbutyl]amino]quinoline C(C)N(CCCC(C)NC1=NC2=CC=CC=C2C=C1)CC